L-aspartic acid monosodium salt monohydrate O.[Na+].N[C@@H](CC(=O)O)C(=O)[O-]